(6R,7R)-7-(3-(bis(4-methoxybenzyl)amino)-2-fluoro-5-methyl-6-(trifluoromethyl)phenyl)-6-methyl-2-(methylsulfanyl)-5,6,7,8-tetrahydroquinazolin-4-ol COC1=CC=C(CN(C=2C(=C(C(=C(C2)C)C(F)(F)F)[C@H]2[C@@H](CC=3C(=NC(=NC3C2)SC)O)C)F)CC2=CC=C(C=C2)OC)C=C1